6-{5-chloro-2-[(oxan-4-yl)amino]pyrimidin-4-yl}-2-{2-[(2S)-2-(hydroxymethyl)pyrrolidin-1-yl]-2-oxoethyl}-2,3-dihydro-1H-isoindol-1-one ClC=1C(=NC(=NC1)NC1CCOCC1)C1=CC=C2CN(C(C2=C1)=O)CC(=O)N1[C@@H](CCC1)CO